(+-)-6-methyl-2-(3-(((2-(trifluoromethyl)phenyl)thio)methyl)pyrrolidin-1-yl)pyrimidine-4-carboxylic acid CC1=CC(=NC(=N1)N1C[C@@H](CC1)CSC1=C(C=CC=C1)C(F)(F)F)C(=O)O |r|